ClC=1C=C(C(=O)NCC=2C=C3CCCN(C3=CC2)C(C2=CC(=CC=C2)Cl)=O)C=CC1 3-Chloro-N-((1-(3-chlorobenzoyl)-1,2,3,4-tetrahydrochinolin-6-yl)methyl)benzamid